[Ru].[Pt].[Ni].[Co] cobalt nickel platinum ruthenium